glutathione magnesium [Mg].N[C@H](C(=O)O)CCC(=O)N[C@@H](CS)C(=O)NCC(=O)O